ClC1=CC=C(C=N1)NC1=NC=CC=C1N N2-(6-chloro-3-pyridinyl)pyridine-2,3-diamine